(S,E)-4-(4'-((S)-2-amino-3-methoxypropoxy)-[1,1'-biphenyl]-4-yl)-2-(2-((S)-1-hydroxyethyl)-1H-imidazol-1-yl)but-3-en-1-ol N[C@H](COC1=CC=C(C=C1)C1=CC=C(C=C1)/C=C/[C@@H](CO)N1C(=NC=C1)[C@H](C)O)COC